C(C)(C)(C)N1N=C(C=C1NC1=CC(=NC=C1)O[C@H](CC[C@H](C)NC(OC(C)(C)C)=O)C)[C@@H]1C[C@@H](CC1)O[Si](C)(C)C(C)(C)C tert-butyl ((2S,5S)-5-((4-((1-(tert-butyl)-3-((1S,3R)-3-((tert-butyldimethylsilyl)oxy)cyclopentyl)-1H-pyrazol-5-yl)amino)pyridin-2-yl)oxy)hexan-2-yl)carbamate